ClCCN1C=NC2=CC=CC=C2C1=O 3-(2-chloroethyl)quinazolin-4(3H)-one